ClC1=CC(=C(C=C1)C1=NC(=CC=2N=C(N(C(C21)=O)C)C)N2C[C@H](OCC2)C2=CC(=NC=C2)OC)F (R)-5-(4-chloro-2-fluorophenyl)-7-(2-(2-methoxypyridin-4-yl)morpholino)-2,3-dimethylpyrido[4,3-d]pyrimidin-4(3H)-one